2-{3-[(3-chloro-2-methoxyphenyl)amino]-2-(3-fluoropyridin-4-yl)-4-oxo-1H,5H,6H,7H-pyrrolo[3,2-c]pyridin-7-yl}acetaldehyde ClC=1C(=C(C=CC1)NC1=C(NC2=C1C(NCC2CC=O)=O)C2=C(C=NC=C2)F)OC